2-(5-(((1S,2R,3R,5S,6R)-2-fluoro-6-methoxy-8-azabicyclo[3.2.1]octan-3-yl)(methyl)amino)-1,3,4-thiadiazol-2-yl)-5-(1H-imidazol-1-yl)phenol F[C@@H]1[C@@H]2C[C@H]([C@H](C[C@H]1N(C1=NN=C(S1)C1=C(C=C(C=C1)N1C=NC=C1)O)C)N2)OC